2-(5-(2-(3-(2-hydroxypropan-2-yl)-5-sulfamoylphenethoxy)-pyridin-4-yl)-2,3-dihydro-1H-inden-4-yl)acetic acid OC(C)(C)C=1C=C(CCOC2=NC=CC(=C2)C=2C(=C3CCCC3=CC2)CC(=O)O)C=C(C1)S(N)(=O)=O